S1C=NC(=C1)C(CC)(S(=O)(=O)N)C1=C(C=CC=C1)F 1,3-thiazol-4-yl(2-fluorophenyl)propane-1-sulfonamide